CC(CCO)CCCC(C)(O)C 3,7-dimethyl-1,7-octanediol